C(C)(C)N1N=CC(=C1C1=NN2C(N(C(C(C2)C)=O)CC2=CC=C(C=C2)C=2N(C=C(N2)C(F)(F)F)C)=C1)C 2-(1-isopropyl-4-methyl-1H-pyrazol-5-yl)-6-methyl-4-(4-(1-methyl-4-(trifluoromethyl)-1H-imidazol-2-yl)benzyl)-6,7-dihydropyrazolo[1,5-a]pyrimidin-5(4H)-one